C(\C=C\C)(=O)N1CCN(CCC1)C1CCC2(C(NC3=CC=CC=C23)=O)CC1 4-{4-[(2E)-but-2-enoyl]-1,4-diazepan-1-yl}spiro[cyclohexane-1,3'-indol]-2'(1'H)-one